5-(2-(2-cyano-2-methylpropanamidyl)imidazo[1,2-b]pyridazin-6-yl)-2-methylnicotinic acid, lithium salt [Li+].C(#N)C(C(=O)NC=1N=C2N(N=C(C=C2)C=2C=NC(=C(C(=O)[O-])C2)C)C1)(C)C